C12C(C(C(C3C4C(C(C(C13)C4)C(=O)O)C(=O)O)C2)C(=O)O)C(=O)O decahydro-1,4-methano-5,8-methanonaphthalene-2,3,6,7-tetracarboxylic acid